CCCCCC(C(/C=C/C(C/C=C\\C/C=C\\CCCC(=O)O)O)O)O The molecule is a trihydroxyicosatrienoic acid that is (5Z,8Z,12E)-icosatrienoic acid in which the three hydroxy groups are located at positions 11, 14 and 15. It has a role as a mouse metabolite. It is a trihydroxyicosatrienoic acid and a secondary allylic alcohol. It is a conjugate acid of an 11,14,15-trihydroxy-(5Z,8Z,12E)-icosatrienoate(1-).